7-bromoheptyl 4,4-bis(((Z)-oct-5-en-1-yl)oxy)butanoate C(CCC\C=C/CC)OC(CCC(=O)OCCCCCCCBr)OCCCC\C=C/CC